isoquinoline dihydrochloride Cl.Cl.C1=NC=CC2=CC=CC=C12